N-butanoyl-mannosamine C(CCC)(=O)N[C@@H]1C(O)O[C@@H]([C@H]([C@@H]1O)O)CO